5-[4-(3,5-dichloro-benzyl)-piperazin-1-yl]-4-methyl-benzofuran-2-carboxylic acid ClC=1C=C(CN2CCN(CC2)C=2C=CC3=C(C=C(O3)C(=O)O)C2C)C=C(C1)Cl